(S)-1-(4'-methoxy-[1,1'-biphenyl]-4-yl)heptan-1-ol COC1=CC=C(C=C1)C1=CC=C(C=C1)[C@H](CCCCCC)O